FC(C1=C2C=CC=C(C2=CC=C1)C(=O)N1CCC(CC1)C1=CC=C(C(=O)O)C=C1)(F)F 4-(1-(5-(trifluoromethyl)-1-naphthoyl)piperidin-4-yl)benzoic acid